OCCN1CCN(CC1)C(=O)N(C)C 4-(2-Hydroxyethyl)-N,N-dimethylpiperazine-1-carboxamide